C(C)OC(C(=CC)C1=CC=C(C=C1)CN1C=NC=C1)=O (4-(1H-imidazolylmethyl)phenyl)-but-2-enoic acid ethyl ester